BrC1=CC2=C(N=CN(C2=O)C2=C(C(=CC=C2Cl)OC)C)N1C1=CC=C(C=C1)C 6-Bromo-3-(6-chloro-3-methoxy-2-methylphenyl)-7-p-tolyl-3,7-dihydro-4H-pyrrolo[2,3-d]pyrimidin-4-one